C(C(O)C)(=O)O.C(C(O)C)(=O)O.N1=CC=CC(=C1)C1N(C)CCC1 nicotine dilactate salt